OC1=CC(NC(N1[C@H]1C[C@H](O)[C@@H](CO)O1)=O)=O 6-hydroxy-2'-deoxyuridine